(S)-3-(1-(4'-hydroxy-3'-(methoxycarbonyl)-[1,1'-biphenyl]-4-yl)-2-oxo-1,2-dihydro-3H-imidazo[4,5-b]pyridin-3-yl)pyrrolidine-1-carboxylic acid tert-butyl ester C(C)(C)(C)OC(=O)N1C[C@H](CC1)N1C(N(C=2C1=NC=CC2)C2=CC=C(C=C2)C2=CC(=C(C=C2)O)C(=O)OC)=O